ClCCCCC1=CNC2=CC=CC=C12 3-(4-chlorobutyl)-1H-indole